2-[(2,6,6-trimethylcyclohex-1-en-1-yl)methyl]-1,3-dioxan-5-one CC1=C(C(CCC1)(C)C)CC1OCC(CO1)=O